C(C1=CC=CC=C1)(=O)OC[C@@]1(CN(C[C@@H](O1)N1C2=NC=NC(=C2N=C1)NC(C1=CC=CC=C1)=O)C(C)C)CO [(2R,6R)-6-(6-benzamidopurin-9-yl)-2-(hydroxymethyl)-4-isopropyl-morpholin-2-yl]-methyl benzoate